ClC=1C(=C2C=NNC2=C(C1F)CS(=O)(=O)C)C=1N=CC=2N(C1)C=C(N2)NC(=O)[C@H]2[C@H](C2)F (1S,2S)-N-(6-(5-chloro-6-fluoro-7-((methylsulfonyl)methyl)-1H-indazol-4-yl)imidazo[1,2-a]pyrazin-2-yl)-2-fluorocyclopropane-1-carboxamide